methyl 2-[(1S,4S,5R)-5-[[5-cyclopropyl-3-(2,6-dichlorophenyl)-1,2-oxazol-4-yl]methoxy]-2-azabicyclo[2.2.1]heptan-2-yl]-4-[(3R)-oxolan-3-yloxy]-1,3-benzothiazole-6-carboxylate C1(CC1)C1=C(C(=NO1)C1=C(C=CC=C1Cl)Cl)CO[C@H]1[C@@H]2CN([C@H](C1)C2)C=2SC1=C(N2)C(=CC(=C1)C(=O)OC)O[C@H]1COCC1